(2-amino-6-(2,4-dimethylphenyl)imidazo[1,2-a]pyridin-3-yl)((1s,2s)-2-fluorocyclopropyl)methanone NC=1N=C2N(C=C(C=C2)C2=C(C=C(C=C2)C)C)C1C(=O)[C@H]1[C@H](C1)F